NC1=NC=C(C2=C1C(=NN2C(C)C)C2=CC(=C(C=C2F)NS(=O)(=O)C2=C(C=CC(=C2)C)F)F)C2CCC(CC2)NCCOC N-(4-(4-amino-1-isopropyl-7-((1r,4r)-4-((2-methoxyethyl)amino)cyclohexyl)-1H-pyrazolo[4,3-c]pyridin-3-yl)-2,5-difluorophenyl)-2-fluoro-5-methylbenzenesulfonamide